Cl.N1(N=CC=C1)C1=C(CNC=2C3=C(N=C(N2)N2CCC(CC2)N)C(=NN3)C(C)C)C=CC=C1 N-(2-(1H-pyrazol-1-yl)benzyl)-5-(4-aminopiperidin-1-yl)-3-isopropyl-1H-pyrazolo[4,3-d]pyrimidin-7-amine hydrochloride